C[S@@](=O)CC1=C(C=CC(=C1)[N+](=O)[O-])C=1CN(CCC1)C(=O)OC(C)(C)C |r| (±)-tert-butyl 3-(2-(methylsulfinylmethyl)-4-nitrophenyl)-5,6-dihydropyridine-1(2H)-carboxylate